C(#N)C1=CC=C(C=C1)C=1CN(CCC1COC(F)F)C(=O)OC(C)(C)C tert-Butyl 3-(4-cyanophenyl)-4-((difluoromethoxy)methyl)-5,6-dihydropyridine-1(2H)-carboxylate